3-[[4-(2,6-dimethylphenyl)-6-[(2R)-2-[[6-(1-hydroxy-1-methyl-ethyl)spiro[3.3]heptan-2-yl]amino]-4,4-dimethyl-pentoxy]-5-methyl-pyrimidin-2-yl]sulfamoyl]benzoic acid CC1=C(C(=CC=C1)C)C1=NC(=NC(=C1C)OC[C@@H](CC(C)(C)C)NC1CC2(C1)CC(C2)C(C)(C)O)NS(=O)(=O)C=2C=C(C(=O)O)C=CC2